C(C)(=O)N1CCN(CC1)C1=NC(=CC2=C1C(N(C2)C(C)C2CC2)=O)C2=C(N=C(S2)NC(C)=O)C N-(5-(4-(4-acetylpiperazin-1-yl)-2-(1-cyclopropylethyl)-3-oxo-2,3-dihydro-1H-pyrrolo[3,4-c]pyridin-6-yl)-4-methylthiazol-2-yl)acetamide